C1(=CC=CC=C1)C1=CC=2NC3=CC=CC=C3C2C(=C1)C1=CC=CC=C1 2,4-diphenyl-9H-carbazole